7-(1-(2-Fluoro-4-methoxypyridin-3-yl)piperidin-4-yl)-5-(2-(trifluoromethyl)benzyl)pyrido[2,3-b]pyrazin-6(5H)-one FC1=NC=CC(=C1N1CCC(CC1)C1=CC=2C(=NC=CN2)N(C1=O)CC1=C(C=CC=C1)C(F)(F)F)OC